(S)-5-(2-amino-[1,2,4]triazolo[1,5-a]pyridin-7-yl)-N-(3-(4-chlorophenyl)-3-hydroxypropyl)-2-ethyl-4-fluorobenzamide NC1=NN2C(C=C(C=C2)C=2C(=CC(=C(C(=O)NCC[C@H](O)C3=CC=C(C=C3)Cl)C2)CC)F)=N1